COC1=C(C=CC=C1)S(=O)(=O)NC1=NOC2=C1C(=CC(=C2)CN2N=CC(=C2)CNS(=O)(=O)C2=CC=CC=C2)OC 2-methoxy-N-(4-methoxy-6-((4-(phenylsulfonamidomethyl)-1H-pyrazol-1-yl)methyl)benzo[d]isoxazol-3-yl)benzenesulfonamide